ClC=1C=C(C=C2C(=C(C=NC12)C#N)NC1=CC(=C(C=C1)F)Cl)N[C@@H](C=1C=NC=CC1)C=1N=NN(C1)CCOCCOC (S)-8-chloro-4-((3-chloro-4-fluorophenyl)amino)-6-(((1-(2-(2-methoxyethoxy)ethyl)-1H-1,2,3-triazol-4-yl)(pyridin-3-yl)methyl)amino)quinoline-3-carbonitrile